C1N(CCC2=CC=CC=C12)C1N(C=2C=CC=C3C2C1=CC1=CC=C(C=C13)F)C 5-(3,4-dihydroisoquinolin-2(1H)-yl)-9-fluoro-4-methyl-4,5-dihydronaphtho[3,2,1-cd]indole